N(=[N+]=[N-])CC1=CC=C(C=C1)C1C(N(C(CC1)=O)C(=O)OC(C)(C)C)=O tert-Butyl 3-(4-(azidomethyl)phenyl)-2,6-dioxopiperidine-1-carboxylate